ON=C(N)C1(CCN(CC1)C(=O)OC(C)(C)C)C tertbutyl 4-(N'-hydroxycarbamimidoyl)-4-methylpiperidine-1-carboxylate